5-(4-fluorophenyl)-1-(4-sulfonylphenyl)-3-difluoromethyl-1H-pyrazole-4-carbonitrile FC1=CC=C(C=C1)C1=C(C(=NN1C1=CCC(C=C1)=S(=O)=O)C(F)F)C#N